5-(5-Isopropoxypyridin-3-yl)-N-((tetrahydro-2H-pyran-4-yl)methyl)-1H-indazole-3-carboxamide C(C)(C)OC=1C=C(C=NC1)C=1C=C2C(=NNC2=CC1)C(=O)NCC1CCOCC1